3-methyl-2-(4-(pyrrolidin-1-yl)styryl)benzo[d]thiazol-3-ium iodide [I-].C[N+]1=C(SC2=C1C=CC=C2)C=CC2=CC=C(C=C2)N2CCCC2